C(CCCC)C1CCC(CC1)C1CCC(CC1)C1=CC=C(C=C1)O 4-[4-(4-pentylcyclohexyl)cyclohexyl]phenol